C(CCCCC)NCCCCS(=O)(=O)O 4-(hexylamino)butanesulfonic acid